FC=1C=C(COC=2C=C(OC3=C(C=C(C=C3)C)O)C=C(C2)C)C=CC1 [3-((3-fluorobenzyl)oxy)-5-methylphenoxy]-5-methylphenol